S(=O)(O)CCC(=O)SCCNC(CCNC([C@@H](C(COP(OP(OC[C@@H]1[C@H]([C@H]([C@@H](O1)N1C=NC=2C(N)=NC=NC12)O)OP(=O)(O)O)(=O)O)(=O)O)(C)C)O)=O)=O 3-sulfinopropanoyl-CoA